C1(CC1)N1N=CC=2N(C(N(C(C21)C)C2CCN(CC2)C2=C(C=CC=C2C)F)=O)CC2=C(C=CC=C2)C2CC2 1-Cyclopropyl-4-(2-cyclopropyl-benzyl)-6-[1-(2-fluoro-6-methylphenyl)-piperidin-4-yl]-7-methyl-1,4,6,7-tetrahydro-pyrazolo[4,3-d]pyrimidin-5-one